1H-pyrazole-5-carbonitrile N1N=CC=C1C#N